N-[(1S)-1-[[(3-amino-3-oxo-propyl)amino]carbamoyl]-3-methyl-butyl]-N-methyl-carbamic acid tert-butyl ester C(C)(C)(C)OC(N(C)[C@@H](CC(C)C)C(NNCCC(=O)N)=O)=O